N-(4-((2-(1,1-difluoroethyl)-6-methylpyrimidin-4-yl)amino)-5-((4-methoxytetrahydro-2H-pyran-4-yl)methoxy)pyridin-2-yl)acetamide FC(C)(F)C1=NC(=CC(=N1)NC1=CC(=NC=C1OCC1(CCOCC1)OC)NC(C)=O)C